C(C\C=C\C)C1CCC(CC1)O 4-pent-(3E)-enyl-cyclohexanol